(+)-2-({4-[(2-imino-5-methyl-2,3-dihydro-1,3-oxazol-3-yl)methyl]-1H-1,3-benzodiazol-2-yl}amino)-2-[3-(trifluoromethoxy)phenyl]propan-1-ol N=C1OC(=CN1CC1=CC=CC=2NC(=NC21)NC(CO)(C)C2=CC(=CC=C2)OC(F)(F)F)C